(1R,4R,7R)-7-isopropyl-5-methylbicyclo[2.2.2]octa-2,5-diene-2-carboxylic acid C(C)(C)[C@@H]1[C@H]2C(=C[C@H](C(=C2)C)C1)C(=O)O